4,6-dichloro-1H-pyrazolo[4,3-c]Pyridine-7-carboxamide ClC1=NC(=C(C2=C1C=NN2)C(=O)N)Cl